5-benzoylamino-3-(1-isobutylpiperidin-4-yl)-1H-indole C(C1=CC=CC=C1)(=O)NC=1C=C2C(=CNC2=CC1)C1CCN(CC1)CC(C)C